tert-butyl (1R,2S,4S)-2-((5-(7-cyano-1H-indol-3-yl)-3-methylpyrazin-2-yl)oxy)-7-azabicyclo[2.2.1]heptane-7-carboxylate C(#N)C=1C=CC=C2C(=CNC12)C=1N=C(C(=NC1)O[C@@H]1[C@H]2CC[C@@H](C1)N2C(=O)OC(C)(C)C)C